CC1(OCC(O1)CN1C=NC=2N(C(N(C(C12)=O)CCCCC(CC)(O)CC)=O)C)C 7-((2,2-dimethyl-1,3-dioxolan-4-yl)methyl)-1-(5-ethyl-5-hydroxyheptyl)-3-methyl-1H-purine-2,6(3H,7H)-dione